ethyl 2-(4-(2-(2-(3-(tert-butoxy)-3-oxopropoxy)ethoxy)ethyl)piperazin-1-yl)pyrimidine-5-carboxylate C(C)(C)(C)OC(CCOCCOCCN1CCN(CC1)C1=NC=C(C=N1)C(=O)OCC)=O